platinum-gold-copper [Cu].[Au].[Pt]